C(C)(C)(C)C1=NOC(=N1)C(=O)N[C@H](C)C1=C(C=C(C=C1)C1=NC=NC=2NC3=CC(=CC=C3C21)CCN2CCN(CC2)C(=O)OC(C)(C)C)C tert-butyl (R)-4-(2-(4-(4-(1-(3-(tert-butyl)-1,2,4-oxadiazole-5-carboxamido)ethyl)-3-methylphenyl)-9H-pyrimido[4,5-b]indol-7-yl)ethyl)piperazine-1-carboxylate